FC=1C=C(C=C(C1)C=1C=NN(C1)C1=C(C(=C(C(=C1[2H])[2H])[2H])[2H])[2H])CN (3-fluoro-5-(1-phenyl-d5-1H-pyrazol-4-yl)phenyl)methylamine